ethylene bis(fluorocarbonate) C(OCCOC(=O)F)(=O)F